(R)-4-(1-(dimethyl-amino)ethyl)-N'-((1,2,3,5,6,7-hexahydro-s-indacen-4-yl)carbamoyl)-benzenesulfonimidamide CN(C(C)C1=CC=C(C=C1)[S@@](=O)(N)=NC(NC1=C2CCCC2=CC=2CCCC12)=O)C